ethyl 3-phenylglycidate CCOC(=O)C1C(O1)C2=CC=CC=C2